3-((7-(3-((2-azaspiro[3.3]heptan-6-yl)amino)-4-methyl-6-(trifluoromethyl)pyridin-2-yl)thieno[3,2-b]pyridin-2-yl)methyl)-6,6-dimethyl-3-azabicyclo[3.1.0]hexane C1NCC12CC(C2)NC=2C(=NC(=CC2C)C(F)(F)F)C2=C1C(=NC=C2)C=C(S1)CN1CC2C(C2C1)(C)C